Ethyl 2-(acetylamino)-4,7-dihydro-5H-spiro[1-benzothiophene-6,2'-[1,3]dioxolane]-3-carboxylate C(C)(=O)NC=1SC2=C(C1C(=O)OCC)CCC1(OCCO1)C2